NC1=CC=C(C(=C1C1=CC(N2[C@@H](CCC2C1)C(=O)OCC(=O)C1=CC(=C(C=C1)C(N)=O)F)=O)F)Cl 2-(4-carbamoyl-3-fluorophenyl)-2-oxoethyl (3S)-7-(6-amino-3-chloro-2-fluorophenyl)-5-oxo-1,2,3,5,8,8a-hexahydroindolizine-3-carboxylate